5-(2-chloro-5-(isobutyrylaminomethyl)benzoylamino)-N-(2,6-dichlorobenzyl)-1-methyl-1H-indole-2-carboxamide ClC1=C(C(=O)NC=2C=C3C=C(N(C3=CC2)C)C(=O)NCC2=C(C=CC=C2Cl)Cl)C=C(C=C1)CNC(C(C)C)=O